C1=C(NC(=O)C(=C1[O-])CCC=O)C(=O)O The molecule is a pyridinemonocarboxylate that is the conjugate base of 5-(2'-formylethyl)-4,6-dihydroxypicolinic acid. It is a conjugate base of a 5-(2'-formylethyl)-4,6-dihydroxypicolinic acid.